CN1C(=NN=C1)C1=C(C=CC=C1)C1=CC(=CC=C1)C=1OC2=C(N1)C=C(C=C2C(F)(F)F)CN2C[C@@H](CCC2)C (R)-2-(2'-(4-Methyl-4H-1,2,4-triazol-3-yl)-[1,1'-biphenyl]-3-yl)-5-((3-methylpiperidin-1-yl)methyl)-7-(trifluoromethyl)benzo[d]oxazole